3,4-dimethoxy-benzylamine COC=1C=C(CN)C=CC1OC